C(#N)C=1C=C(C=CC1)N1C=C(C=CC1=O)C(=O)OC Methyl 1-(3-cyanophenyl)-6-oxo-pyridine-3-carboxylate